N4-(3-amino-5-bromophenyl)-N2-(1-methyl-1H-pyrazol-4-yl)-5-[4-(trifluoromethyl)phenyl]pyrimidine-2,4-diamine NC=1C=C(C=C(C1)Br)NC1=NC(=NC=C1C1=CC=C(C=C1)C(F)(F)F)NC=1C=NN(C1)C